7-chloro-N-[5-(2,2-difluoroethyl)-4-methoxy-pyrimidin-2-yl]-6-fluoro-1H-indole-3-sulfonamide ClC=1C(=CC=C2C(=CNC12)S(=O)(=O)NC1=NC=C(C(=N1)OC)CC(F)F)F